N,N-dimethyl-5-(4-nitrophenyl)oxazol-2-amine CN(C=1OC(=CN1)C1=CC=C(C=C1)[N+](=O)[O-])C